FC1=C(C=CC(=C1)F)C1=C(C=C2C(=NC(N3C2=C1SC[C@@H]3CC3CN(C3)C(=O)OCC3=CC=CC=C3)=O)O)C(F)(F)F Benzyl 3-(((3S)-10-(2,4-difluorophenyl)-7-hydroxy-5-oxo-9-(trifluoromethyl)-3,5-dihydro-2H-[1,4]thiazino[2,3,4-ij]quinazolin-3-yl)methyl)azetidine-1-carboxylate